C(C)(C)(C)OC(=O)NCCCCCCCCNCC(=O)O (8-((tert-Butoxycarbonyl)amino)octyl)glycine